C1(=CC(=CC=C1)CN)CN 1,3-xylylenediamine